5-methyl-2-(thiazol-5-yl)pyrido[3,2-d]pyrimidine-6,8(5H,7H)-dione CN1C(CC(C=2N=C(N=CC21)C2=CN=CS2)=O)=O